2-(4-hydroxyphenyl)-4-methylthiazole-5-carboxylic acid ethyl ester C(C)OC(=O)C1=C(N=C(S1)C1=CC=C(C=C1)O)C